FC1(CC1)CNC=1N=CC2=C(N1)NC=C2C=2C=CC=1N(N2)C=CN1 N-((1-fluorocyclopropyl)methyl)-5-(imidazo[1,2-b]pyridazin-6-yl)-7H-pyrrolo[2,3-d]pyrimidin-2-amine